N-tetradecyl-2-cyano-3-(4-methoxybenzyloxy)-pyridin-4-one C(CCCCCCCCCCCCC)N1C(=C(C(C=C1)=O)OCC1=CC=C(C=C1)OC)C#N